CC1(CC(C2=C(C=CC=C12)NC(C1=CN=CC=C1)=O)CCC)C N-(1,1-dimethyl-3-propyl-2,3-dihydro-1H-inden-4-yl)nicotinamide